2-(3-fluoro-2-(trifluoromethyl)phenyl)-N-(4-(1-methyl-4-(trifluoromethyl)-1H-imidazol-2-yl)benzyl)-7H-purin-6-amine FC=1C(=C(C=CC1)C1=NC(=C2NC=NC2=N1)NCC1=CC=C(C=C1)C=1N(C=C(N1)C(F)(F)F)C)C(F)(F)F